ethyl 1-{3-[(4-{[6-(5-chloro-2-fluorophenyl)-3-[(2-hydroxyethyl)sulfanyl]pyridazin-4-yl]amino}pyridin-2-yl)carbamoyl]cyclobutyl}-piperidine-4-carboxylate ClC=1C=CC(=C(C1)C1=CC(=C(N=N1)SCCO)NC1=CC(=NC=C1)NC(=O)C1CC(C1)N1CCC(CC1)C(=O)OCC)F